6-{[(1R)-1-(4-Chlorophenyl)-5-(2,4-dihydroxybutan-2-yl)-7-fluoro-1-({1-[hydroxy(2H2)methyl]cyclopropyl}(2H2)methoxy)-3-oxo-2,3-dihydro-1H-isoindol-2-yl]methyl}pyridin-3-carbonitril ClC1=CC=C(C=C1)[C@@]1(N(C(C2=CC(=CC(=C12)F)C(C)(CCO)O)=O)CC1=CC=C(C=N1)C#N)OC([2H])([2H])C1(CC1)C([2H])([2H])O